(1-(1-(3,3-dimethylcyclohexyl)ethoxy)prop-1-en-2-yl)benzene CC1(CC(CCC1)C(C)OC=C(C)C1=CC=CC=C1)C